3-(2-chlorophenoxy)cyclobutane-1-carboxylic acid ClC1=C(OC2CC(C2)C(=O)O)C=CC=C1